2-amino-6-chloropyrido[3,4-d]pyrimidin-4(3H)-one NC=1NC(C2=C(N1)C=NC(=C2)Cl)=O